NC=1SC2=C(N1)C=CC(=C2)C2=NN(C(=C2)C2=CC=C(C=C2)F)CC2=CC=C(C(=O)NO)C=C2 4-{[3-(2-aminobenzo[d]thiazol-6-yl)-5-(4-fluorophenyl)-1H-pyrazol-1-yl]methyl}-N-hydroxybenzoamide